N-((1S,4S)-4-(6-(2-chloro-3-fluorophenyl)-5-methyl-2-((3-methyl-4-(piperidin-4-yl)phenyl)amino)-7-oxopyrido[2,3-d]pyrimidin-8(7H)-yl)cyclohexyl)propionamide ClC1=C(C=CC=C1F)C1=C(C2=C(N=C(N=C2)NC2=CC(=C(C=C2)C2CCNCC2)C)N(C1=O)C1CCC(CC1)NC(CC)=O)C